P(=O)(O)(O)N[C@@H](CC(=O)O)C(=O)O N-phosphono-L-aspartic acid